1'-((1s,4s)-4-isopropylcyclohexyl)-2-(2-((methylcarbamoyl)oxy)ethyl)-3-oxo-2,3-dihydro-1H-spiro[isoquinoline-4,4'-piperidin]-7-yl sulfamate S(N)(OC1=CC=C2C(=C1)CN(C(C21CCN(CC1)C1CCC(CC1)C(C)C)=O)CCOC(NC)=O)(=O)=O